(S)-2-amino-3-(4-(3-(cyclopropanecarbonyl)-1H-pyrrolo[2,3-b]pyridin-5-yl)phenyl)propionic acid N[C@H](C(=O)O)CC1=CC=C(C=C1)C=1C=C2C(=NC1)NC=C2C(=O)C2CC2